Kalium perfluorooctansulfonat FC(C(C(C(C(C(C(C(F)(F)F)(F)F)(F)F)(F)F)(F)F)(F)F)(F)F)(S(=O)(=O)[O-])F.[K+]